4-(2-ethylisoindolin-4-yl)-1H-1,2,3-triazol C(C)N1CC2=CC=CC(=C2C1)C=1N=NNC1